C1(CCCC(CC\C=C/C)O1)=O (Z)-8-decen-5-olide